4-(6-Chloropyrazin-2-yl)tetrahydro-2H-pyran-4-carboxylic acid methyl ester COC(=O)C1(CCOCC1)C1=NC(=CN=C1)Cl